6-(7-cyano-1-methyl-benzoimidazol-4-yl)-5-(methylamino)-3-(4-morpholinoanilino)pyrazin C(#N)C1=CC=C(C2=C1N(C=N2)C)C2=C(N=C(C=N2)NC2=CC=C(C=C2)N2CCOCC2)NC